ClC1=C(CNC2=NC(=NC=C2C(=O)N)NC=2C=NN(C2)C)C=CC=C1F 4-[(2-chloro-3-fluorobenzyl)amino]-2-[(1-methyl-1H-pyrazol-4-yl)amino]pyrimidin-5-carboxamide